COCOC1=C(C=CC=C1)C1=CC2=C(N=N1)NC1=C2C(N(CC1)C(N)=S)C 3-(2-(Methoxymethoxy)phenyl)-5-methyl-7,8-dihydro-5H-pyrido[3',4':4,5]pyrrolo[2,3-c]pyridazine-6(9H)-carbothioamide